NC1=NC=CC2=CC=C(C=C12)C1=CC=C2CCC(C2=C1)OC1=C(C=CC=C1)CC(=O)O 2-(2-((6-(1-aminoisoquinolin-7-yl)-2,3-dihydro-1H-inden-1-yl)oxy)phenyl)acetic acid